dibenzo-[f,h]isoquinolin-1-yl triflate O(S(=O)(=O)C(F)(F)F)C1=NC=CC2=C3C(=C4C(=C12)C=CC=C4)C=CC=C3